BrC1=CC=C2C(=C1)N(C(C21OC2=C(C=CC=C2)C12C(N(C1=CC(=CC=C21)Br)C)=O)=O)C 6,6''-Dibromo-1,1''-dimethyldispiro[indoline-3,2'-benzofuran-3',3''-indoline]-2,2''-dione